ClC=1C=C(C=CC1Cl)C[C@@H](C(N[C@H](C=O)C[C@H]1C(NCC1)=O)=O)NC(OC(C(C)(C)C1=CC(=CC=C1)Cl)C1=CC=CC=C1)=O 2-(3-chlorophenyl)-2-methyl-1-phenylpropyl ((S)-3-(3,4-dichlorophenyl)-1-oxo-1-(((S)-1-oxo-3-((S)-2-oxopyrrolidin-3-yl)propan-2-yl)amino)propan-2-yl)carbamate